C(C1=CC=CC=C1)N1C(C(NC(C1)=O)CC1=CC(=CC=C1)Br)=O 1-benzyl-3-(3-bromobenzyl)piperazine-2,5-dione